C(C)(C)(C)OC(=O)N[C@H](C(=O)OC(C)(C)C)CCN t-butyl (S)-2-t-butoxycarbonylamino-4-aminobutyrate